N-[1-[3-(4-methylsulfonylpyrazol-1-yl)pyrazin-2-yl]ethyl]-3,5-bis(trifluoromethyl)benzamide CS(=O)(=O)C=1C=NN(C1)C=1C(=NC=CN1)C(C)NC(C1=CC(=CC(=C1)C(F)(F)F)C(F)(F)F)=O